C(CCCCCCCCCCC\C=C/CCCCCCCC)(=O)OCCCCCCCCCCCCCCCCCCCCCC behenyl alcohol erucate